N[C@H](C)C1=CC(=CN2C1=NC(=C(C2=O)C)N2CCC(CC2)(F)F)C (R)-9-(1-aminoethyl)-2-(4,4-difluoropiperidin-1-yl)-3,7-dimethyl-4H-pyrido[1,2-a]pyrimidin-4-one